(3S,11aR)-7-((3,5-difluoro-4-((5-(trifluoromethyl)pyridin-3-yl)oxy)benzyl)oxy)-3,4-dihydro-1H,9H,11H-3,11a-methanopyrimido[6',1':2,3]imidazo[5,1-c][1,4]oxazin-9-one FC=1C=C(COC2=NC(N3C(N4[C@@]5(CO[C@H](C4)C5)C3)=C2)=O)C=C(C1OC=1C=NC=C(C1)C(F)(F)F)F